C(#N)C[P+](C)(C)C (cyanomethyl)trimethylphosphonium